tert-butyl 3-(1,3-dimethyl-1H-pyrazol-5-yl)-7,8-dihydro-1,6-naphthyridine-6(5H)-carboxylate CN1N=C(C=C1C=1C=NC=2CCN(CC2C1)C(=O)OC(C)(C)C)C